FC(C=1C=CC(=NC1)C1=NC=C(C=C1)C(F)(F)F)(F)F 5,5'-bis(trifluoromethyl)-2,2'-bipyridyl